CN(C(C)C)C N,N-dimethylpropane-2-amine